NC(CCN(C(C(F)Cl)=O)NC(=O)[C@H](CC(C)C)NC(=O)C=1NC2=CC=CC=C2C1)=O N-[(1S)-1-[[(3-amino-3-oxo-propyl)-(2-chloro-2-fluoroacetyl)amino]carbamoyl]-3-methyl-butyl]-1H-indole-2-carboxamide